BrC=1C=CC(=C(C1)C=1N=NN(N1)CC=1C=C(N(N1)C1=NC=CC=C1Cl)C(=O)NC1=C(C=C(C=C1C)Cl)C(N)=O)F 5-[[5-(5-bromo-2-fluoro-phenyl)tetrazol-2-yl]methyl]-N-(2-carbamoyl-4-chloro-6-methyl-phenyl)-2-(3-chloro-2-pyridyl)pyrazole-3-carboxamide